N1C(=NC=C1)CCCC=O 4-(1H-IMIDAZOL-2-YL)-BUTYRALDEHYDE